ClC=1C(=NC(=NC1)NC=1C=C(C=NC1)N1C(CCC1)=O)C=1CNCC1 1-(5-((5-chloro-4-(2,5-dihydro-1H-pyrrol-3-yl)pyrimidin-2-yl)amino)pyridin-3-yl)pyrrolidin-2-one